FC(C1=CN=CN1C1CC(C1)O)(F)F (1r,3r)-3-(5-(trifluoromethyl)-1H-imidazol-1-yl)cyclobutan-1-ol